N-((R)-6-cyanochroman-3-yl)-5-((trifluoromethoxy)methyl)-6,7-dihydro-5H-pyrazolo[5,1-B][1,3]oxazine-2-carboxamide C(#N)C=1C=C2C[C@H](COC2=CC1)NC(=O)C1=NN2C(OC(CC2)COC(F)(F)F)=C1